COC1=C(CO)C=CC(=C1)O 2-methoxy-4-hydroxybenzyl alcohol